(S)-tert-butyl-5-(3-(cyclopentyloxy)-4-methoxyphenyl)-2-oxopiperidine-1-carboxylate C(C)(C)(C)OC(=O)N1C(CC[C@H](C1)C1=CC(=C(C=C1)OC)OC1CCCC1)=O